((6-hydroxy-5'-methyl-4-(2-methyloctan-2-yl)-2'-(prop-1-en-2-yl)-1',2',3',4'-tetrahydro-[1,1'-biphenyl]-2-yl)oxy)methyl pivalate C(C(C)(C)C)(=O)OCOC1=C(C(=CC(=C1)C(C)(CCCCCC)C)O)C1C(CCC(=C1)C)C(=C)C